2-(2-chloro-6-nitrophenyl)-2,2-difluoroacetic acid ClC1=C(C(=CC=C1)[N+](=O)[O-])C(C(=O)O)(F)F